C(#N)N1C[C@]2(CCC2C1)NC(C1=CC=C(C=C1)C=1C=NC=CC1SC1=CC=C(C=C1)F)=O N-((1R)-3-Cyano-3-azabicyclo[3.2.0]heptan-1-yl)-4-(4-((4-fluorophenyl)thio)pyridin-3-yl)benzamid